FC1=C(OC(C(=O)O)(C)C)C=CC(=C1)\C=C\C(=O)C1=CC=C(C=C1)C 2-[2-Fluoro-4-[(E)-3-(4-methylphenyl)-3-oxoprop-1-enyl]phenoxy]-2-methylpropanoic acid